4-[[3-[4-(difluoromethoxy)phenyl]imidazo[1,2-a]pyrazin-8-yl]amino]-2-methyl-N-[2-[2-(2-oxa-6-azaspiro[3.3]heptan-6-yl)ethoxy]ethyl]benzamide FC(OC1=CC=C(C=C1)C1=CN=C2N1C=CN=C2NC2=CC(=C(C(=O)NCCOCCN1CC3(COC3)C1)C=C2)C)F